C1(CCCCCC1)CC(=O)CS(=O)(=O)N 2-cycloheptyl-acetyl-methanesulfonamide